C1(CC1)C1=CC(=NN1)NC1=NC(=NC=C1)NC1CCN(CC1)C(=O)OC(C)(C)C tert-butyl 4-((4-((5-cyclopropyl-1H-pyrazol-3-yl)amino)pyrimidin-2-yl)amino)piperidine-1-carboxylate